N1=CC=C2N1C[C@@H](NC2)C(=O)OC(C)(C)C tert-butyl (6R)-4,5,6,7-tetrahydropyrazolo[1,5-a]pyrazine-6-carboxylate